6-(3-(1-(piperidin-4-yl)vinyl)-1,2,4-triazin-6-yl)isoquinolin-7-ol N1CCC(CC1)C(=C)C=1N=NC(=CN1)C=1C=C2C=CN=CC2=CC1O